(S)-4-(3-(ethylamino)piperidin-1-yl)-5-fluoro-2,3-dimethyl-1H-indole-7-carboxamide C(C)N[C@@H]1CN(CCC1)C1=C2C(=C(NC2=C(C=C1F)C(=O)N)C)C